4-[(S)-5-methyl-4-((S)-1,1,1-trifluoro-2-hydroxypropan-2-yl)-5,6-dihydropyrazolo[1',5':1,2]pyrido[3,4-d]pyridazin-9-yl]bicyclo[2.2.2]octane-1-carboxamide C[C@@H]1CN2C(C=3C=NN=C(C31)[C@](C(F)(F)F)(C)O)=CC(=N2)C23CCC(CC2)(CC3)C(=O)N